FC1=C(C2=C(N(C1=O)C)CN([C@@H]2C)C(=O)OC(C)(C)C)C tert-Butyl (R)-3-fluoro-1,4,5-trimethyl-2-oxo-1,2,5,7-tetrahydro-6H-pyrrolo[3,4-b]pyridine-6-carboxylate